COC(=O)C1=C(C=2C(=NON2)C(=C1)NC=1SC(=NN1)N(C)C(=O)OC(C)(C)C)N1CCOCC1 7-((5-((Tert-Butoxycarbonyl)(methyl)amino)-1,3,4-thiadiazol-2-yl)amino)-4-morpholinylbenzo[c][1,2,5]oxadiazol-5-carboxylic acid methyl ester